methyl (S)-2-((tert-butoxycarbonyl)amino)-3-((S)-6,7-dihydro-5H-pyrrolo[2,1-c][1,2,4]triazol-7-yl)propanoate C(C)(C)(C)OC(=O)N[C@H](C(=O)OC)C[C@@H]1CCN2C1=NN=C2